ethyl 2-(4-(tert-butyl)-2-(hydroxymethyl)phenyl)-4-((4-methoxybenzyl)amino)-6-methylpyrimidine-5-carboxylate C(C)(C)(C)C1=CC(=C(C=C1)C1=NC(=C(C(=N1)NCC1=CC=C(C=C1)OC)C(=O)OCC)C)CO